4-fluoro-N1-methylbenzene-1,2-diamine FC=1C=C(C(=CC1)NC)N